[Sn].[Cu].[W].[Ni].[Fe] iron-nickel-tungsten-copper-tin